C(#N)C=1C=C(C=CC1)C=1N=C(SC1C1=CC(=NC(=C1)C)C)NC(=O)N1CC2N(C(NCC2)=O)CC1 N-[4-(3-Cyanophenyl)-5-(2,6-dimethyl-4-pyridyl)thiazol-2-yl]-6-oxo-3,4,7,8,9,9a-hexahydro-1H-pyrazino[1,2-c]pyrimidin-2-carboxamid